CC1=NC=CC(=C1)C=1OC=C(N1)C(=O)O 2-(2-methylpyridin-4-yl)oxazole-4-Formic acid